3-(3-methanesulfonylphenyl)propionic acid CS(=O)(=O)C=1C=C(C=CC1)CCC(=O)O